sodium octadecenesulfonate CCCCCCCCCCCCCCCCC=CS(=O)(=O)[O-].[Na+]